COC=1C=C(C=CC1)P(C1=CC(=CC=C1)OC)C1=CC(=CC=C1)OC tris-(3-methoxyphenyl)phosphine